3-(5-(1-((1-isopropyl-1H-pyrazol-4-yl)methyl)piperidin-4-yl)-1-oxo-isoindolin-2-yl)piperidine-2,6-dione C(C)(C)N1N=CC(=C1)CN1CCC(CC1)C=1C=C2CN(C(C2=CC1)=O)C1C(NC(CC1)=O)=O